NCC1=CC2=CC3=CC=CC=C3C=C2C=C1 2-(aminomethyl)anthracene